FC(C=1C(=C(C=CC1)[C@@H](C)NC=1C2=C(N=CN1)N=C(C(=C2)C2(CC2)C#N)O[C@@H]2COCC2)F)F 1-(4-(((R)-1-(3-(difluoromethyl)-2-fluorophenyl)ethyl)amino)-7-(((S)-tetrahydrofuran-3-yl)oxy)pyrido[2,3-d]pyrimidin-6-yl)cyclopropane-1-carbonitrile